ClC(C(=O)C1=CC=CC=C1)C(F)(F)F chloro-2-trifluoromethyl-acetophenone